(R/S)-tert-butyl 6-((5-(trifluoromethyl)pyrazin-2-yl)oxy)-2-azabicyclo[2.2.1]heptane-2-carboxylate FC(C=1N=CC(=NC1)OC1CC2CN([C@@H]1C2)C(=O)OC(C)(C)C)(F)F |r|